[2-(tert-butoxycarbonylamino)-1,1,2,2-tetradeuterio-ethyl] 4-methylbenzenesulfonate CC1=CC=C(C=C1)S(=O)(=O)OC(C([2H])([2H])NC(=O)OC(C)(C)C)([2H])[2H]